C(C)OC(=O)N\N=C(/C=1NC=CC1)\C1=C(C=C(C=C1)Br)OC (Z)-2-((4-bromo-2-methoxyphenyl)(1H-pyrrol-2-yl)methylene)hydrazine-1-carboxylic acid ethyl ester